ethyl 8-((4-((5-fluoropyridin-2-yl)oxy)piperidin-1-yl)sulfonyl)-3,8-diazabicyclo[3.2.1]octane-1-carboxylate FC=1C=CC(=NC1)OC1CCN(CC1)S(=O)(=O)N1C2(CNCC1CC2)C(=O)OCC